N[C@H]1CN(CCC1)C(=O)C=1C=CC=2N(C1)N=C(C2C)C=2N(C1=C(C=CC=C1C2)OCC2CC(NC2)=O)CC2CC2 4-(((2-(6-((R)-3-Aminopiperidine-1-carbonyl)-3-methylpyrazolo[1,5-a]pyridin-2-yl)-1-(cyclopropylmethyl)-1H-indol-7-yl)oxy)methyl)pyrrolidin-2-one